tert-butyl(2-((8-carbamoyl-6-(4-(morpholinomethyl)phenyl)pyrido[3,2-d]pyrimidin-4-yl)amino)ethyl)carbamate C(C)(C)(C)OC(NCCNC=1C2=C(N=CN1)C(=CC(=N2)C2=CC=C(C=C2)CN2CCOCC2)C(N)=O)=O